ClC1=C(C=C(C=C1)[C@@H](CO)NC(=O)C=1OC=C(N1)C1=NC(=NC=C1C)NC1=CC=NN1C)F (S)-N-(1-(4-chloro-3-fluorophenyl)-2-hydroxyethyl)-4-(5-methyl-2-((1-methyl-1H-pyrazol-5-yl)amino)pyrimidin-4-yl)oxazole-2-carboxamide